Cl.Cl.NC/C(/COC=1C=NC(=NC1)N1CCC(CC1)OC1C(N(CC1)C)=O)=C\F 3-[[1-[5-[(E)-2-(aminomethyl)-3-fluoro-allyloxy]pyrimidin-2-yl]-4-piperidinyl]oxy]-1-methyl-pyrrolidin-2-one dihydrochloride